(oxiran-2-yl)-1,4-dioxaspiro[4.5]decan-8-ol O1C(C1)C1OC2(OC1)CCC(CC2)O